C1(CCC2=CC=C3C(=C12)CC=1C=CC=CC13)=O indenoindanone